OC1=CC(=CC=2N(C(=NC21)C)CC2=CC=CC=C2)C(=O)N(C)C 4-hydroxy-N,N,2-trimethyl-1-(benzyl)-1H-benzimidazole-6-formamide